1-(1-(benzothiazol-5-yl-(methyl)amino)-1-oxo-3-phenylpropan-2-yl)-N3-(4-bromophenyl)isophthalamide S1C=NC2=C1C=CC(=C2)N(C(C(CC2=CC=CC=C2)C2(C(=O)N)CC(C(=O)NC1=CC=C(C=C1)Br)=CC=C2)=O)C